5-(4-(3,8-diazabicyclo[3.2.1]octan-3-yl)-2-(((2R,7aS)-2-fluorotetrahydro-1H-pyrrolizin-7a(5H)-yl)methoxy)-5,8-dihydropyrido[3,4-d]pyrimidin-7(6H)-yl)-4-fluoronaphthalen-2-ol C12CN(CC(CC1)N2)C=2C1=C(N=C(N2)OC[C@]23CCCN3C[C@@H](C2)F)CN(CC1)C1=C2C(=CC(=CC2=CC=C1)O)F